5-chloro-N-((3-chloro-4-fluorophenyl)(5-methyl-4-(methylsulfonyl)-1H-imidazol-2-yl)methyl)-4-(trifluoromethyl)pyridin-2-amine ClC=1C(=CC(=NC1)NC(C=1NC(=C(N1)S(=O)(=O)C)C)C1=CC(=C(C=C1)F)Cl)C(F)(F)F